tri(t-butylphenyl) phosphate CC(C)(C)C1=CC=CC=C1OP(=O)(OC2=CC=CC=C2C(C)(C)C)OC3=CC=CC=C3C(C)(C)C